(2-chlorophenyl)methanone ClC1=C(C=CC=C1)C=O